C[C@H]1N([C@@H](CN(C1)C(=O)C=1C=C2C(=NC1)C=CN2)C)C(=O)C2=C(C=C(C=C2)OC)F ((2R,6R)-2,6-dimethyl-4-(1H-pyrrolo[3,2-b]pyridine-6-carbonyl)piperazin-1-yl)(2-fluoro-4-methoxyphenyl)methanone